O-tert-butyldimethylsilyl-2'-tert-butyldimethylsilyl-adenosine [Si](C)(C)(C(C)(C)C)O[C@]1([C@@H](O[C@@H]([C@H]1O)CO)N1C=NC=2C(N)=NC=NC12)[Si](C)(C)C(C)(C)C